N-(1,4-dimethyl-1H-pyrazol-5-yl)-3-{[(2S)-2-(methoxymethyl)pyrrolidin-1-yl]methyl}benzamide tert-Butyl-2-(difluoromethyl)-2-(hydroxymethyl)azetidine-1-carboxylate C(C)(C)(C)OC(=O)N1C(CC1)(CO)C(F)F.CN1N=CC(=C1NC(C1=CC(=CC=C1)CN1[C@@H](CCC1)COC)=O)C